ClC1=C(C(=CC=C1)CN(C)C)C=1C=C(SC1)[C@@H](C)NC1=NC(=NC2=CC(=C(C=C12)C1CCCCC1)OC)C (1R,4R)-4-(4-(((R)-1-(4-(2-chloro-6-((Dimethylamino)methyl)phenyl)thiophen-2-yl)ethyl)amino)-7-methoxy-2-methylquinazolin-6-yl)cyclohexane